N-(1-methoxy-2-methylpropan-2-yl)-5-(4-(trifluoromethyl)phenyl)-2-naphthamide COCC(C)(C)NC(=O)C1=CC2=CC=CC(=C2C=C1)C1=CC=C(C=C1)C(F)(F)F